C(C)OC=1C(=CC2=CN(N=C2C1)C)C(=O)O 6-ethoxy-2-methyl-2H-indazole-5-carboxylic acid